N-[rac-((6r,7s)-5-(1-(4-fluorophenyl)-1H-pyrazolo[3,4-b]pyridin-5-yl)-4-oxo-6-phenyl-5-azaspiro[2.4]hept-7-yl)]cyclopropanecarboxamide FC1=CC=C(C=C1)N1N=CC=2C1=NC=C(C2)N2C(C1(CC1)[C@@H]([C@H]2C2=CC=CC=C2)NC(=O)C2CC2)=O |r|